[O-2].[Y+3].[La+3].[O-2].[O-2] Lanthanum-Yttrium Oxide